ClC=1C(=C(C=CC1F)[C@H](C[C@H]1COCCC1)NC(=O)[C@H]1NC(NC1)=O)F (S)-N-((S)-1-(3-chloro-2,4-difluorophenyl)-2-((S)-tetrahydro-2H-pyran-3-yl)ethyl)-2-oxoimidazolidine-4-carboxamide